Cl.O1[C@H](COCC1)C(=O)N 1-[(2R)-1,4-dioxane-2-yl]Formamide hydrochloride